terphenyl carbamate C(N)(O)=O.C1(=CC=CC=C1)C=1C(=CC=CC1)C1=CC=CC=C1